(4-Isocyanatobutyl)dimethoxymethylsilane N(=C=O)CCCC[SiH2]C(OC)OC